C(CCCCCCCCCCCCCCC)(=O)C(O)CN PALMITOYLETHANOLAMIN